rac-Ethyl 2-(6-(4-(3-(((tert-butyldimethylsilyl)oxy)methyl)cyclobutyl)phenyl)-4,7-dichloro-2H-indazol-2-yl)-2-((R)-6-fluoro-6,7-dihydro-5H-pyrrolo[1,2-c]imidazol-1-yl)acetate [Si](C)(C)(C(C)(C)C)OCC1CC(C1)C1=CC=C(C=C1)C=1C=C(C2=CN(N=C2C1Cl)[C@@H](C(=O)OCC)C1=C2N(C=N1)C[C@@H](C2)F)Cl |&1:29|